[N+](#[C-])C=1C=C(C=CC1)C(F)(F)F 3-ISOCYANOBENZOTRIFLUORIDE